C(CCCCCCCCC\C=C/CC)CC(=O)[O-] (Z)-11-tetradecenyl-acetate